3-fluoro-5-trifluoromethyl-aniline FC=1C=C(N)C=C(C1)C(F)(F)F